COP(=O)(OC)O.CC(CCC)P(CCCC)CCCC methyl-tributylphosphine dimethyl-phosphate salt